1,2-dihydropyrimidin-2-one N1C(N=CC=C1)=O